BrC1=CC=C(C=C1)[C@@](C(F)(F)F)(N)C1=CC=C(C=C1)Cl (S)-1-(4-bromophenyl)-1-(4-chlorophenyl)-2,2,2-trifluoroethane-1-amine